C(C)(C)(C)OC(=O)N1N=C(C2=NC=C(C=C21)N2CCC(CC2)(C)NC(=O)OC(C)(C)C)Br 3-bromo-6-(4-((tert-butoxycarbonyl)amino)-4-methylpiperidin-1-yl)-1H-pyrazolo[4,3-b]pyridine-1-carboxylic acid tert-butyl ester